CC1=C(C(=O)OC)C=C(C(=C1)O)C methyl 2,5-dimethyl-4-hydroxybenzoate